C(C)(C)C1=CC=C2C(=N1)C=NN2 5-isopropyl-1H-pyrazolo[4,3-b]pyridine